1-(acetoxy)-2-propanone C(C)(=O)OCC(C)=O